CC1N(C2=CC=CC=C2CC1)S(=O)(=O)C(C1=C(C=CC=C1)OCC1CCOCC1)O ((2-methyl-3,4-dihydroquinolin-1(2H)-yl)sulfonyl)-2-((tetrahydro-2H-pyran-4-yl)methoxy)benzyl alcohol